BrCC1=C(C=C(C#N)C=C1)[N+](=O)[O-] 4-(bromomethyl)-3-nitrobenzonitrile